3-(2-aminoethyl)-2-methoxyaniline NCCC=1C(=C(N)C=CC1)OC